[Si](C)(C)(C(C)(C)C)OC[C@H](C1=C(C(=CC=C1)Cl)F)N (S)-2-((tert-butyldimethylsilyl)oxy)-1-(3-chloro-2-fluorophenyl)ethylamine